FC1=CC(=CC2=CN(N=C12)C)C1=CC=C2C(N(C=NC2=C1)C1CCNCC1)=O 7-(7-fluoro-2-methyl-2H-indazol-5-yl)-3-(piperidin-4-yl)quinazolin-4(3H)-one